CN(C)CC1=CC(=C(C(=O)[O-])C=C1[N+](=O)[O-])SC1=NN=NN1C.[Li+] lithium 4-[(dimethylamino)methyl]-2-(1-methyltetrazol-5-yl)sulfanyl-5-nitro-benzoate